pentamethylcyclopentadienyl-titanium trimethanate C(=O)[O-].C(=O)[O-].C(=O)[O-].CC1=C(C(=C(C1([Ti+3])C)C)C)C